(2,2'-bipyridine) ruthenium (II) [Ru+2].N1=C(C=CC=C1)C1=NC=CC=C1